Cl.ClC1=C(C=CC=C1)C(C)N 1-(2-chlorophenyl)ethan-1-amine hydrochloride